S1C=CC2=C1C=CC=C2CC(COC2OCCCC2)=O 1-(1-benzothiophen-4-yl)-3-[(oxan-2-yl)oxy]propan-2-one